(R)-(4-(aminomethyl)phenyl)(3-((5-chloropyrimidin-2-yl)amino)pyrrolidin-1-yl)methanone HCl salt Cl.NCC1=CC=C(C=C1)C(=O)N1C[C@@H](CC1)NC1=NC=C(C=N1)Cl